CC=1N=NN(N1)C1=CC=C(C=N1)C(C)O 1-(6-(5-methyl-2H-tetrazol-2-yl)pyridin-3-yl)ethanol